N-Ethyl-2-methyl-N-[4-methyl-2-(3-pyridyl)thiazol-5-yl]-3-methylthiopropanamide C(C)N(C(C(CC)C)=S)C1=C(N=C(S1)C=1C=NC=CC1)C